N-{6-[2-methyl-2-(1-methylimidazol-4-yl)propionyl]Pyridin-3-yl}carbamic acid tert-butyl ester C(C)(C)(C)OC(NC=1C=NC(=CC1)C(C(C)(C=1N=CN(C1)C)C)=O)=O